CC=1C(=NC=C(C1)NC=1OC(=CN1)C1=CC=C(C=C1)F)C(=O)O[C@@H](C)C1=C(C=CC=C1)Cl (S)-2-chlorophenyl-ethanol methyl-5-((5-(4-fluorophenyl)oxazol-2-yl)amino)picolinate